C1(=CC=CC=C1)NS(=O)(=O)C N-phenyl-methanesulfonamide